C(CCCCCCCCCCCCCCC)[SiH2]OCC hexadecyl-ethoxysilane